(8E)-dodeca-4,8-dien-1-ol C(CCC=CCC\C=C\CCC)O